FC(C(=O)[O-])(C(C(C(C(C(C(C(C(F)(F)F)(F)F)(F)F)(F)F)(F)F)(F)F)(F)F)(F)F)F perfluoro-decanoate